C(C)N1N=C2C=C(C=CC2=C1N1CCN(CC1)C(C=C)=O)C1=CC(=CC=C1)O 1-(4-(2-ethyl-6-(3-hydroxyphenyl)-2H-indazol-3-yl)piperazin-1-yl)prop-2-en-1-one